C(C)(C)(C)OC(=O)N[C@@H](CC1=CNC2=CC=CC=C12)C(=O)O Nα-(tert-butoxycarbonyl)-L-tryptophan